1-(2-(5-methyl-2-nitro-1H-imidazol-1-yl)ethyl)guanidine hydrochloride Cl.CC1=CN=C(N1CCNC(=N)N)[N+](=O)[O-]